1-Chloro-2,3-Epoxypropan ClCC1CO1